N2-aminopropylguanine NCCCNC=1NC(C=2NC=NC2N1)=O